FC1(CCN(CCC1)C1=NC2=CC=CC=C2C(=C1C(=O)NC1=CC(=CC=C1)S(N)(=O)=O)OC)F 2-(4,4-difluoroazepan-1-yl)-4-methoxy-N-(3-sulfamoylphenyl)quinoline-3-carboxamide